CC=1C=C(C=CC1S(=O)(=O)C)C1=NC=CC2=C1C(=NN2C(C2=CC=CC=C2)(C2=CC=CC=C2)C2=CC=CC=C2)O 4-(3-methyl-4-methanesulfonyl-phenyl)-1-trityl-pyrazolo[4,3-c]Pyridin-3-ol